FC=1C=C2C(=CNC(C2=CC1F)=O)C(C)N(C(=O)NC1=CC(=C(C(=C1)F)F)F)C 1-(1-(6,7-Difluoro-1-oxo-1,2-dihydroisoquinolin-4-yl)ethyl)-3-(3,4,5-trifluorophenyl)-1-methylurea